8-chloro-5-(3-methoxypyridin-2-yl)-N-(pyridin-2-yl)-2,7-naphthyridin-3-amine ClC=1N=CC(=C2C=C(N=CC12)NC1=NC=CC=C1)C1=NC=CC=C1OC